C(C(C)C)(=O)OCOC=1C(=NC=CC1OC)C(=O)N[C@@H](C)C(=O)[O-] ({3-[(isobutyryloxy)methoxy]-4-methoxypyridin-2-yl}carbonyl)-L-alaninate